5-bromo-4-((2'-methyl-3'-oxospiro[cyclopropane-1,1'-isoindoline]-4'-yl)oxy)pyrimidine BrC=1C(=NC=NC1)OC1=C2C(N(C3(C2=CC=C1)CC3)C)=O